N-[(1R)-1-(3-bromophenyl)ethyl]-6-(2-methoxyethoxy)-2-methylpyrimido[5,4-d]pyrimidin-4-amine BrC=1C=C(C=CC1)[C@@H](C)NC=1C2=C(N=C(N1)C)C=NC(=N2)OCCOC